BrC1=NN(C(=C1)\C(=C/C(=O)[O-])\F)C1=NC=CC=C1Cl (E)-3-(3-bromo-1-(3-chloro-2-pyridinyl)-1H-pyrazol-5-yl)-3-fluoroacrylate